COC=1C=C2CCNCC2=CC1NC1=NC2=CC(=CC=C2C=N1)C=1C=NC=CC1 N-(6-methoxy-1,2,3,4-tetrahydroisoquinolin-7-yl)-7-(pyridin-3-yl)quinazolin-2-amine